apigenin hydrochloride Cl.O1C(=CC(=O)C=2C(O)=CC(O)=CC12)C1=CC=C(O)C=C1